(2R,6S)-4-[1-(2-fluoro-6-nitrophenyl)-4-methoxypiperidin-4-yl]methyl-2,6-dimethylmorpholine FC1=C(C(=CC=C1)[N+](=O)[O-])N1CCC(CC1)(OC)CN1C[C@H](O[C@H](C1)C)C